(N-[4-amino-5-[6-(4,4-dimethyl-1-piperidyl)pyridine-3-carbonyl]thiazol-2-yl]-4-fluoro-anilino)propanamide NC=1N=C(SC1C(=O)C=1C=NC(=CC1)N1CCC(CC1)(C)C)N(C1=CC=C(C=C1)F)C(C(=O)N)C